2-((4-((R)-2-(4-cyano-2-fluorophenyl)-2H-chromen-8-yl)piperidin-1-yl)methyl)-3-(((S)-oxetan-2-yl)methyl)-3H-imidazo[4,5-b]pyridine-5-carboxylic acid C(#N)C1=CC(=C(C=C1)[C@@H]1OC2=C(C=CC=C2C=C1)C1CCN(CC1)CC1=NC=2C(=NC(=CC2)C(=O)O)N1C[C@H]1OCC1)F